triphenylcarbon tetraphenylborate C1(=CC=CC=C1)[B-](C1=CC=CC=C1)(C1=CC=CC=C1)C1=CC=CC=C1.C1(=CC=CC=C1)[C+](C1=CC=CC=C1)C1=CC=CC=C1